gamma-glycidoxypropyl-trimethyldiethoxysilane C(C1CO1)OCCC[SiH](OCC(C)(C)C)OCC